6,7-dichloro-2-methylquinoxaline ClC=1C=C2N=CC(=NC2=CC1Cl)C